C(#N)C=1C=C(C(=NC1)[C@@H](C)NC(CC=1C(NC2=CC=C(C=C2C1C1CC1)C#N)=O)=O)F (R)-N-(1-(5-Cyano-3-fluoropyridin-2-yl)ethyl)-2-(6-cyano-4-cyclopropyl-2-oxo-1,2-dihydroquinolin-3-yl)acetamide